C(C)(C)(C)OC(NC(C)C)=NC(C)C tert-butyl-N,N'-diisopropylcarbamimidate